[N-]=C=S.CC(C)=C.CC(C)=C diisobutylene isothiocyanate